OCCOCCOCCOCCOCCOCCC1=NC2=C(N1)C=CC=1C(C=C(OC12)C1=CC=C(C=C1)NC)=O 2-(17-hydroxy-3,6,9,12,15-pentaoxaheptadecyl)-8-(4-(methylamino)phenyl)chromeno[7,8-d]imidazol-6(3H)-one